C(C)(C)(C)OC(=O)N(CCC1=NC(=CC=C1[N+](=O)[O-])OC)CC1=C(C=CC(=C1F)F)NC1=C(C(=O)OC)C=C(C(=C1)C(F)(F)F)F Methyl 2-((2-(((tert-butoxycarbonyl)(2-(6-methoxy-3-nitropyridin-2-yl)ethyl)-amino)methyl)-3,4-difluorophenyl)amino)-5-fluoro-4-(trifluoromethyl)benzoate